4-[2-(2-fluoro-4-sulfamoylphenyl)sulfonylethyl]piperidine-1-carboxylic acid tert-butyl ester C(C)(C)(C)OC(=O)N1CCC(CC1)CCS(=O)(=O)C1=C(C=C(C=C1)S(N)(=O)=O)F